C(C)(=O)SC S-methyl thioacetate